ethyl-TMS(ethyltrimethoxysilane) C(C)C[Si](C)(C)CO[Si](OC)(OC)CC